C(C)N1N=C(C=C1C(=O)NN)C 1-ethyl-3-methyl-1H-pyrazole-5-carbohydrazide